[1-(5-Trifluoromethyl-pyrimidin-2-yl)-azetidin-3-yl]-acetic acid ethyl ester C(C)OC(CC1CN(C1)C1=NC=C(C=N1)C(F)(F)F)=O